N'-(4-methoxybenzylidene)-5-oxo-5-p-tolylpentanehydrazide COC1=CC=C(C=NNC(CCCC(C2=CC=C(C=C2)C)=O)=O)C=C1